(S)-2-((2-((S)-8-(difluoromethyl)-6-carbonyl-2,5-dioxa-7-azaspiro[3.4]octan-7-yl)-5,6-dihydrobenzo[f]imidazo[1,2-d][1,4]oxazepin-9-yl)amino)propionamide FC([C@H]1N(C(OC12COC2)=C=O)C=2N=C1N(CCOC3=C1C=CC(=C3)N[C@H](C(=O)N)C)C2)F